4'-[2-n-propyl-4-methyl-6-(1-methylbenzimidazol-2-yl)-benzimidazol-1-ylmethyl]-biphenyl ethyl-2-amino-2-(6,7-dihydro-5H-pyrrolo[1,2-c]imidazol-1-yl)acetate trifluoroacetate FC(C(=O)O)(F)F.C(C)OC(C(C1=C2N(C=N1)CCC2)N)=O.C(CC)C2=NC1=C(N2CC2=CC=C(C=C2)C2=CC=CC=C2)C=C(C=C1C)C1=NC2=C(N1C)C=CC=C2